C1(CC1)S(=O)(=O)N1N=CC(=C1)C1=NC=CC(=N1)NC1=NC=C(C(=O)NCCC(=O)OC)C(=C1)NC(C)C methyl 3-(6-((2-(1-(cyclopropylsulfonyl)-1H-pyrazol-4-yl)pyrimidin-4-yl)amino)-4-(isopropylamino)nicotinamido)propanoate